4-ethyl-1-decyn-3-ol C(C)C(C(C#C)O)CCCCCC